C(C=C)N(S(=O)(=O)C1=CC=C(C)C=C1)C1=C(C=C(C=C1)OC)C(=C)C1=CC=CC=C1 N-allyl-N-(4-methoxy-2-(1-phenylvinyl)phenyl)-4-toluenesulfonamide